2-(6-bromoquinolin-2-yl)propan-2-ol BrC=1C=C2C=CC(=NC2=CC1)C(C)(C)O